CC(C)[C@@H](C)CC[C@@H](C)[C@H]1CC[C@H]2C=3CC=C4C[C@H](CC[C@]4(C)C3CC[C@]12C)O (3β)-ergosta-5,8-dien-3-ol